2,6-bis[(4S)-4,5-dihydro-4-(1-isopropyl)-5,5-diphenyl-2-oxazolyl]pyridine C(C)(C)[C@@H]1N=C(OC1(C1=CC=CC=C1)C1=CC=CC=C1)C1=NC(=CC=C1)C=1OC([C@@H](N1)C(C)C)(C1=CC=CC=C1)C1=CC=CC=C1